NC=1C=C(C(=C(C#N)C1)F)N1CCC(CC1)(F)F 5-amino-3-(4,4-difluoropiperidin-1-yl)-2-fluorobenzonitrile